C(C)(C)(C)[Si](O[C@@H]1C[C@H](N(C1)C)C(=O)NC=1C=C2CC(CC2=C(C1)F)C=O)(C)C (2S,4R)-4-[tert-butyl-(dimethyl)silyl]oxy-N-(7-fluoro-2-formyl-indan-5-yl)-1-methyl-pyrrolidine-2-carboxamide